ClC=1C=C2C=CC=NC2=CC1 6-chloroquinolin